C(CCC)[Si](OCC)(OCC)CCCC Din-butyl-diethoxysilan